C(C1=CN=CC=C1)(=O)[O-] e-Nicotinate